ClC=1C(=NC=C(C1[C@@H](C)OC=1C=C2C(=NNC2=CC1)C1=CC2=C(OC3(CCN(CC3)S(=O)(=O)C)OC2)C=C1)Cl)C (R)-6-(5-(1-(3,5-Dichloro-2-methylpyridin-4-yl)ethoxy)-1H-indazol-3-yl)-1'-(methylsulfonyl)-4H-spiro[benzo[d][1,3]dioxine-2,4'-piperidine]